COC1=CC=C(CN)C=C1 (4-methoxybenzyl)-amin